CC1CCCCC2CCC2CN2CC3(COC4=CC=C(C(NS(C1C)(=O)=O)=O)C=C24)CCCC2=CC=CC=C23 11',12'-dimethyl-3,4-dihydro-2H,15'H-spiro[naphthalene-1,22'-[20]oxa[13]thia[1,14]di-azatetracyclo[14.7.2.0~3,6~.0~19,24~]pentacosa[16,18,24]trien]-15'-one 13',13'-dioxide